O1CC=CC(=C1)C(=O)N pyran-5-carboxamide